2-(6-{5-chloro-2-[(oxan-4-yl)amino]pyrimidin-4-yl}-1-oxo-2,3-dihydro-1H-isoindol-2-yl)-N-[1-(3-fluoropyridin-2-yl)ethyl]acetamide ClC=1C(=NC(=NC1)NC1CCOCC1)C1=CC=C2CN(C(C2=C1)=O)CC(=O)NC(C)C1=NC=CC=C1F